1-hydroxy-2,2,6,6-tetramethylpiperidin-4-yl 4-tert-butylbenzoate C(C)(C)(C)C1=CC=C(C(=O)OC2CC(N(C(C2)(C)C)O)(C)C)C=C1